magnesium-potassium sulfate salt S(=O)(=O)([O-])[O-].[K+].[Mg+2]